CC1(OB(OC1(C)C)C1=CC=C(C=C1)CC)C 2-(4-(4,4,5,5-tetramethyl-1,3,2-dioxaborolan-2-yl)phenyl)ethan